FC=1C=C(COC=2C=C3N(C(N2)=O)CC2(COC2)N3C)C=CC1F 7-((3,4-Difluorobenzyl)oxy)-1-methyl-1H-spiro[imidazo[1,2-c]pyrimidine-2,3'-oxetan]-5(3H)-one